1-bromo-7-(2-hydroxypropan-2-yl)pyrrolo[1,2-a]quinoxalin-4(5H)-one BrC1=CC=C2N1C1=CC=C(C=C1NC2=O)C(C)(C)O